The molecule is a monovalent inorganic anion obtained by deprotonation of one of the two OH groups in diphosphoniic acid. It is a phosphorus oxoanion and a monovalent inorganic anion. It is a conjugate base of a diphosphonic acid. It is a conjugate acid of a diphosphonate(2-). O[P+](=O)O[P+](=O)[O-]